[3-[(1S,3R)-3-(tert-butoxycarbonylamino)cyclohexyl]-[1,2,4]triazolo[4,3-a]pyridine-6-yl]boronic acid C(C)(C)(C)OC(=O)N[C@H]1C[C@H](CCC1)C1=NN=C2N1C=C(C=C2)B(O)O